CC1=NC2=C(C=CC=C2C(N1C1C(N(C(CC1)=O)C(=O)OC(C)(C)C)=O)=O)[N+](=O)[O-] tert-butyl 3-(2-methyl-8-nitro-4-oxoquinazolin-3(4H)-yl)-2,6-dioxopiperidine-1-carboxylate